C1(CC1)CC(C)=O cyclopropylpropan-2-one